COC(=O)C1=CC=C(C=C1)CCC(=O)O 3-(4-(methoxycarbonyl)phenyl)propionic acid